C(=O)C1=C(C2=CC=CC=C2C=C1)C(=O)N(C(C)C)C(C)C 2-formyl-N,N-diisopropyl-1-naphthamide